[Al].[Co].[Ni].[S] sulfur nickel-cobalt-aluminum